C(C)(C)(C)OC(=O)N1CC=2N(CC1)N=C(C2C2=CC(=NC=C2)NC(=O)OC(C)(C)C)C2=CC=C(C=C2)F.N2=C(C=CC=C2)N pyridin-2-amine tert-Butyl-3-{2-[(tert-butoxycarbonyl)amino]pyridin-4-yl}-2-(4-fluorophenyl)-6,7-dihydro-pyrazolo[1,5-a]pyrazine-5(4H)-carboxylate